COCCSC1=CC=C(O1)C(=O)OC methyl 5-(2-methoxyethylsulfanyl)furan-2-carboxylate